tert-butyl (2-(3-(4-chlorophenoxy)-5-nitrophenoxy)ethyl)carbamate ClC1=CC=C(OC=2C=C(OCCNC(OC(C)(C)C)=O)C=C(C2)[N+](=O)[O-])C=C1